3-(6-(2-chloro-4-fluoro-5-methoxyphenyl)-3-(1,2-dimethyl-1H-imidazo[4,5-c]pyridin-7-yl)-2,4-dioxo-3,4-dihydrothieno[3,2-d]pyrimidin-1(2H)-yl)propanenitrile ClC1=C(C=C(C(=C1)F)OC)C1=CC=2N(C(N(C(C2S1)=O)C=1C2=C(C=NC1)N=C(N2C)C)=O)CCC#N